CN1C(=NC=C1C(C)N(S(=O)(=O)C)C=1C=NC2=CC(=NC(=C2C1)OC1CCC(CC1)NC1=NC=2N(C=C1)N=CC2)N2CCOCC2)[N+](=O)[O-] N-[1-(3-Methyl-2-nitro-imidazol-4-yl)ethyl]-N-[7-morpholino-5-[4-(pyrazolo[1,5-a]pyrimidin-5-ylamino)cyclohexoxy]-1,6-naphthyridin-3-yl]methanesulfonamide